N(=[N+]=[N-])[C@@H](C(=O)N1C(OC[C@H]1CC1=CC=CC=C1)=O)C1CCOCC1 (4R)-3-[(2R)-2-azido-2-(oxan-4-yl)acetyl]-4-benzyl-1,3-oxazolidin-2-one